CC(\C=C/C1=CC=C(C=C1)O)CCC=C(C)C (Z)-4-(3,7-Dimethylocta-1,6-dienyl)phenol